[C].O=C[C@H](O)[C@@H](O)[C@H](O)[C@H](O)CO D-glucose carbon